C1(CCCCC1)CCC(=O)OC(CSCCC(CCC(CCC(CCCCC)CCOC(CCC1CCCCC1)=O)N(C)CCCCO)CCCCC)CCCC 1-((9-(2-((3-Cyclohexylpropanoyl)oxy)ethyl)-6-((4-hydroxybutyl)(methyl)-amino)-3-pentyltetradecyl)thio)hexan-2-yl 3-cyclohexylpropanoate